2-chloro-N4-((1-(4-chloro-1-methyl-1H-imidazol-2-yl)piperidin-4-yl)methyl)-N5-methylpyrimidine-4,5-diamine ClC1=NC=C(C(=N1)NCC1CCN(CC1)C=1N(C=C(N1)Cl)C)NC